3-((3-exo)-3-(6-((5-methyl-1H-pyrazol-3-yl)amino)-1H-imidazo[4,5-b]pyrazin-1-yl)-8-azabicyclo[3.2.1]octan-8-yl)propionitrile CC1=CC(=NN1)NC1=CN=C2C(=N1)N(C=N2)C2CC1CCC(C2)N1CCC#N